C1(=CC=C(C=C1)C(=O)NCC1=NOC(C1)CC1=CC=CC=C1)C1=CC=CC=C1 3-([1,1'-biphenyl]-4-carboxamidomethyl)-5-benzyl-4,5-dihydroisoxazole